CC1=C(OC=2CCC3=CN(N=C3C21)CC2=NC=CC=C2)C(=O)OCC ethyl 8-methyl-2-[(pyridin-2-yl)methyl]-4,5-dihydro-2H-furo[2,3-g]indazole-7-carboxylate